(S)-2-((6-(2,2-Difluorobenzo[d][1,3]dioxolan-5-ylmethoxy)-3',6'-dihydro-[2,4'-bipyridine]-1'(2'H)-yl)methyl)-1-(oxetan-2-ylmethyl)-1H-benzo[d]imidazole-6-carboxylic acid FC1(OC2=C(O1)C=CC(=C2)COC2=CC=CC(=N2)C=2CCN(CC2)CC2=NC1=C(N2C[C@H]2OCC2)C=C(C=C1)C(=O)O)F